CN1N=C2C=CC3=C(C2=C1)N=C(S3)N3C(NC[C@H]3C#CC)=O |r| (RS)-1-(7-methyl-7H-thiazolo[4,5-e]indazol-2-yl)-5-(prop-1-yn-1-yl)imidazolidin-2-one